FC1(C(C(C1)(F)F)(F)F)F 1,1,2,2,3,3-hexafluorocyclobutane